4-chloro-2-ethyl-pyrido[3,4-d]pyridazin-1-one ClC1=NN(C(C2=C1C=NC=C2)=O)CC